FC=1C=C(C=CC1F)[C@H]1CN(CC12CCC2)C(=O)C2=NOC(N2)=O (R)-3-(8-(3,4-difluorophenyl)-6-azaspiro[3.4]octane-6-carbonyl)-1,2,4-oxadiazol-5(4H)-one